CC=1C=CC=C(C1C)C=1NC=CN1 5,6-dimethyl-phenyl-imidazole